C(C1=CC=CC=C1)[C@@H]1CN(CCN1C1=NC=C2C(=N1)N(N=C2C2=C(C(=C(C(=C2)C(F)(F)F)F)O)F)C)C(CCN(C)C)=O (R)-1-(3-Benzyl-4-(3-(2,4-difluoro-3-hydroxy-5-(trifluoromethyl)phenyl)-1-methyl-1H-pyrazolo[3,4-d]pyrimidin-6-yl)piperazin-1-yl)-3-(dimethylamino)propan-1-one